3-amino-2,4-dimethylphenol NC=1C(=C(C=CC1C)O)C